FC1=C(C=O)C(=C(C(=C1F)C=O)F)F 2,3,5,6-tetrafluoroterephthalaldehyde